OCC(C(=O)O)(C)NC=1C2=C(N=C(N1)C1=CC=NC=C1)C=NC=C2 2-(hydroxymethyl)-2-{[2-(pyridin-4-yl)pyrido[3,4-d]pyrimidin-yl]amino}propanoic acid